C(C)(C)(C)O[SiH](NCC)OC(C)(C)C di-tert-butoxy(ethylamino)silane